hexa(4-hydroxymethyl-phenoxy)cyclotriphosphazene OCC1=CC=C(OP2(=NP(=NP(=N2)(OC2=CC=C(C=C2)CO)OC2=CC=C(C=C2)CO)(OC2=CC=C(C=C2)CO)OC2=CC=C(C=C2)CO)OC2=CC=C(C=C2)CO)C=C1